COC=1C=C(/C=C/C(=O)O)C=C(C1O)OC trans-3,5-dimethoxy-4-hydroxycinnamic acid